isopropyl 7-(2-(2-chloroacetamido)imidazo[1,2-a]pyridin-6-yl)-2,3-dihydro-1H-pyrido[2,3-b][1,4]oxazine-1-carboxylate ClCC(=O)NC=1N=C2N(C=C(C=C2)C2=CC3=C(OCCN3C(=O)OC(C)C)N=C2)C1